ω-Methyl-L-arginine CNC(NCCC[C@H](N)C(=O)O)=N